OC1CCC(CC1)C1=CC(=NN1C(C)(C)C)NC1=CC2=C(CCS2(=O)=O)C=C1 6-({5-[(1s,4s)-4-hydroxycyclohexyl]-1-(2-methylpropan-2-yl)pyrazol-3-yl}amino)-2,3-dihydro-1λ6-benzothiophene-1,1-dione